BrC=1C(=C(C=CC1)C1(CC1)C(=O)N)F 1-(3-Bromo-2-fluorophenyl)cyclopropane-1-carboxamide